CC/C=C\\C[C@@H](/C=C/C=C\\C/C=C\\C=C\\C=C\\[C@H]([C@H](CCC(=O)O)O)O)O The molecule is a member of the class of resolvins that is (6E,8E,10Z,13Z,15E,19Z)-docosahexaenoic acid carrying three hydroxy substituents at positions 4, 5 and 17 (the 4S,5R,17S-stereoisomer). It has a role as an anti-inflammatory agent and a human xenobiotic metabolite. It is a resolvin, a secondary allylic alcohol, a triol and a hydroxy polyunsaturated fatty acid.